CN1C(=NC2=C1C=CC(=C2)C(=O)O)NC=2OC1=C(N2)C=CC(=C1)C=1N=CSC1 1-methyl-2-((6-(thiazol-4-yl)benzo[d]oxazol-2-yl)amino)-1H-benzo[d]imidazole-5-carboxylic acid